2-((4-(2-(4-chloro-2-methoxyphenyl)-2-methylbenzo[d][1,3]dioxol-4-yl)piperidin-1-yl)methyl)-4-methoxy-1-(((S)-oxetan-2-yl)methyl)-1H-benzo[d]imidazole-6-carboxylic acid ClC1=CC(=C(C=C1)C1(OC2=C(O1)C=CC=C2C2CCN(CC2)CC2=NC1=C(N2C[C@H]2OCC2)C=C(C=C1OC)C(=O)O)C)OC